(E)-6-(naphthalen-2-yl)imidazo[2,1-b]thiazole-5-carbaldehyde O-(3,4-dichlorobenzyl) oxime ClC=1C=C(CO\N=C\C2=C(N=C3SC=CN32)C3=CC2=CC=CC=C2C=C3)C=CC1Cl